(S)-2-[2-(1-ethyl-1H-pyrazole-4-carbonyl)-6-(3-methyl-1H-pyrrolo[2,3-b]pyridine-5-yl)-1,2,3,4-tetrahydro-isoquinolin-8-yl]pyrrolidine-1-carboxylic acid tert-butyl ester C(C)(C)(C)OC(=O)N1[C@@H](CCC1)C=1C=C(C=C2CCN(CC12)C(=O)C=1C=NN(C1)CC)C=1C=C2C(=NC1)NC=C2C